ClC1=C2C(N(C(NC2=C(C(=C1)CN1CCN(CC1)C=1C=CC(=NC1C)C(=O)NC)F)=O)C)=O 5-(4-((5-chloro-8-fluoro-3-methyl-2,4-dioxo-1,2,3,4-tetrahydroquinazolin-7-yl)methyl)piperazin-1-yl)-N,6-dimethylpyridineamide